[1,1'-biphenyl]-2-sulphonamide C=1(C(=CC=CC1)S(=O)(=O)N)C1=CC=CC=C1